methyl (S)-2-benzyl-3-((1S,4R)-4-(methoxycarbonyl)-3,3-dimethylcyclohexyl)-7-methyl-3,7,8,9-tetrahydro-6H-imidazo[4,5-f]quinoline-6-carboxylate C(C1=CC=CC=C1)C=1N(C=2C(=C3CC[C@@H](N(C3=CC2)C(=O)OC)C)N1)[C@@H]1CC([C@@H](CC1)C(=O)OC)(C)C